{4-[(7-Benzyloxy-2,3-dihydro-benzo[1,4]dioxine-2-carbonyl)-amino]-cyclohexyl}-carbamic acid tert-butyl ester C(C)(C)(C)OC(NC1CCC(CC1)NC(=O)C1COC2=C(O1)C=C(C=C2)OCC2=CC=CC=C2)=O